OC1CCC(CC1)NC1=C(C(NC=C1)=O)C(=O)NC1=CC=C(C=C1)N1CCN(CC1)C 4-((4-Hydroxycyclohexyl)amino)-N-(4-(4-methylpiperazin-1-yl)phenyl)-2-oxo-1,2-dihydropyridine-3-carboxamide